3-(5-(3-(2-(2-(2-hydroxyethoxy)ethoxy)ethoxy)prop-1-yn-1-yl)-1-oxoisoindolin-2-yl)piperidine-2,6-dione OCCOCCOCCOCC#CC=1C=C2CN(C(C2=CC1)=O)C1C(NC(CC1)=O)=O